[Br-].[Br-].[Br-].[Cs+].[Pb+2] lead cesium tri-bromide